t-butyl-(2-iodoethoxy)-dimethyl-silane C(C)(C)(C)[Si](C)(C)OCCI